ethyl 2-(4-bromo-2-fluorophenyl)-7-(1-(tert-butoxycarbonyl)piperidin-4-yl)-2H-pyrazolo[4,3-b]pyridine-3-carboxylate BrC1=CC(=C(C=C1)N1N=C2C(N=CC=C2C2CCN(CC2)C(=O)OC(C)(C)C)=C1C(=O)OCC)F